(diethanolamine) carbonate (diethanolamine) salt N(CCO)CCO.C(O)(O)=O.N(CCO)CCO